methyl 4-[5-(tert-butoxycarbonylamino)-6-methyl-2-pyridyl]-2-methyl-pyrazole-3-carboxylate C(C)(C)(C)OC(=O)NC=1C=CC(=NC1C)C1=C(N(N=C1)C)C(=O)OC